C(C)(CC)NC1=CC=C(C=C1)N(C(C)CC)N N,N'-di-sec-butyl-amino-p-phenylenediamine